3-(1-(2-ethoxy-5-isobutyrylaminobenzamido)ethyl)benzoic acid methyl ester COC(C1=CC(=CC=C1)C(C)NC(C1=C(C=CC(=C1)NC(C(C)C)=O)OCC)=O)=O